6-(2-(3-chloro-2-fluorophenyl)-2-hydroxyacetyl)-2-(1-(3-phenoxyphenyl)cyclopropyl)-3,5,6,7,8,9-hexahydro-4H-pyrimido[5,4-c]azepin-4-one ClC=1C(=C(C=CC1)C(C(=O)N1CC2=C(CCC1)N=C(NC2=O)C2(CC2)C2=CC(=CC=C2)OC2=CC=CC=C2)O)F